5-chloro-N-((1R,3R)-3-(4-nitrophenoxy)cyclohexyl)-4-(1-(phenylsulfonyl)-1H-indol-3-yl)pyrimidin-2-amine ClC=1C(=NC(=NC1)N[C@H]1C[C@@H](CCC1)OC1=CC=C(C=C1)[N+](=O)[O-])C1=CN(C2=CC=CC=C12)S(=O)(=O)C1=CC=CC=C1